(cis-1-benzyl-2,6-dimethylpiperidin-4-yl)hydrazine-1-carboxylic acid tert-butyl ester C(C)(C)(C)OC(=O)N(N)C1CC(N(C(C1)C)CC1=CC=CC=C1)C